(R)-(4-(1-((tert-butoxycarbonyl)amino)ethyl)phenyl)boronic acid pinacol ester C(C)(C)(C)OC(=O)N[C@H](C)C1=CC=C(C=C1)B1OC(C)(C)C(C)(C)O1